1-Methyl-2-oxabicyclo[2.2.1]heptan-4-amine CC12OCC(CC1)(C2)N